1-(2-((2-((3-chloro-2-fluorobenzyl)amino)-2-oxoethyl)(isopropyl)amino)-2-oxoethyl)-5-(4,4-difluoropiperidine-1-carboxamido)-1H-indazole-3-carboxamide ClC=1C(=C(CNC(CN(C(CN2N=C(C3=CC(=CC=C23)NC(=O)N2CCC(CC2)(F)F)C(=O)N)=O)C(C)C)=O)C=CC1)F